6,6-dimethyl-11-oxo-6,11-dihydro-5H-benzo[b]carbazol-8-yl trifluoromethanesulfonate FC(S(=O)(=O)OC=1C=CC2=C(C(C=3NC4=CC=CC=C4C3C2=O)(C)C)C1)(F)F